ClC1=NC=CC(=N1)C1=CN=C2N1C=C(C=C2)Cl 2-chloro-4-{6-chloroimidazo[1,2-a]pyridin-3-yl}pyrimidine